12-({7-methyl-2,7-diazaspiro[4.4]nonan-2-yl}methyl)-6-(morpholin-4-yl)-8-oxa-3,5,10-triazatricyclo[7.4.0.02,7]trideca-1(13),2(7),3,5,9,11-hexaene CN1CC2(CCN(C2)CC2=CN=C3OC=4C(=NC=NC4C3=C2)N2CCOCC2)CC1